IC1=C(C[C@H](N)C(=O)O)C=CC=C1 2-Iodo-phenylalanine